C1(CC1)C1=CC(=CC=C1)N=C=O cyclopropyl-3-isocyanato-benzene